2-((3S,4S)-4-amino-3-methyl-2-oxa-8-azaspiro[4.5]decan-8-yl)-6-methylpyrimidine-4-carbonitrile N[C@@H]1[C@@H](OCC12CCN(CC2)C2=NC(=CC(=N2)C#N)C)C